(2Z,6E,10E)-2,3,7,11,15-pentamethylhexadeca-2,6,10,14-tetraen-1-ol C/C(/CO)=C(/CC\C=C(\CC\C=C(\CCC=C(C)C)/C)/C)\C